CN1CCC(CC1)OCC#C 1-methyl-4-(prop-2-yn-1-yloxy)piperidine